OC1=NC2=C(N1CC1OCC1)C=CC(=C2)C(=O)O hydroxy-1-(oxetan-2-ylmethyl)-1H-benzo[d]imidazole-5-carboxylic acid